ClC=1C=C(C=C(C1)NS(=O)(=O)C)NC(=O)C1=CN(C(=C1)C1=NC=C(C=C1OCC1=CC(=CC(=C1)OC(F)(F)F)F)N1CC(C1)(F)F)C N-(3-chloro-5-(methylsulfonamido)phenyl)-5-(5-(3,3-difluoroazetidin-1-yl)-3-((3-fluoro-5-(trifluoromethoxy)benzyl)oxy)pyridin-2-yl)-1-methyl-1H-pyrrole-3-carboxamide